COC1=CC(=CC=2CCOC21)C2=NOC(C2)C2=CC=C(C=C2)Br 3-(7-methoxy-2,3-dihydrobenzofuran-5-yl)-5-(4-bromophenyl)isoxazoline